COC1=CC(=CC=2C=C(SC21)C2=CN(C=1N=CN=CC12)C1CCNCC1)C 5-(7-methoxy-5-methylbenzothien-2-yl)-7-(piperidin-4-yl)-7H-pyrrolo[2,3-d]pyrimidin